1-(7-(4,4,5,5-Tetramethyl-1,3,2-dioxaborolan-2-yl)-2,3-dihydrobenzofuran-3-yl)pyrrolidin-3-ol CC1(OB(OC1(C)C)C1=CC=CC=2C(COC21)N2CC(CC2)O)C